[In].[Al].[As] arsenic Aluminum Indium